tert-butyl (1R,2S)-2-(2-oxoethyl)cyclopropanecarboxylate O=CC[C@H]1[C@@H](C1)C(=O)OC(C)(C)C